myristyl stearate C(CCCCCCCCCCCCCCCCC)(=O)OCCCCCCCCCCCCCC